C(C(C)C)N1CCC(CC1)C(=O)NC=1SC(=CN1)C=1C=C2C=CN=CC2=CC1 1-isobutyl-N-(5-(isoquinolin-6-yl)thiazol-2-yl)piperidine-4-carboxamide